C1(CC1)C1=C(C=C(C=C1)C(F)(F)F)CN1CCC2(CN(C(O2)=O)C2=CC=C(C(=O)O)C=C2)CC1 4-{8-[(2-(cyclopropyl)-5-trifluoromethylphenyl)methyl]-2-oxo-1-oxa-3,8-diazaspiro[4.5]dec-3-yl}benzoic acid